BrC1=C(C2=C(N(C(N(C2=O)C=2N=NC(=CC2)OC)=O)CC2=C(C=CC=C2F)F)S1)CNC 6-bromo-1-[(2,6-difluorophenyl)methyl]-3-(6-methoxypyridazin-3-yl)-5-[(methylamino)methyl]thieno[2,3-d]pyrimidine-2,4-dione